2-(difluoromethyl)-N,N-dimethyl-4-(4,4,5,5-tetramethyl-1,3,2-dioxaborolan-2-yl)benzenesulfonamide FC(C1=C(C=CC(=C1)B1OC(C(O1)(C)C)(C)C)S(=O)(=O)N(C)C)F